(S)-4-(amino(4-chlorophenyl)methyl)piperidine-1-carboxylic acid tert-butyl ester C(C)(C)(C)OC(=O)N1CCC(CC1)[C@@H](C1=CC=C(C=C1)Cl)N